toluenyl chloride C(C1=CC=CC=C1)Cl